2-(2-methyl-5-phenyl-1,3-thiazole-4-carbonyl)-2-azabicyclo[3.1.1]heptan CC=1SC(=C(N1)C(=O)N1C2CC(CC1)C2)C2=CC=CC=C2